COC1=C(C=CC=C1OC)CC(=O)OC methyl (2,3-dimethoxyphenyl)acetate